BrC=1C=C(C=C(C1)NCCN)NC(=O)NC1=C(C(=CC(=C1)Cl)Cl)CO 1-[3-bromo-5-(2-aminoethylamino)phenyl]-3-(3,5-dichloro-2-hydroxymethylphenyl)urea